(10aS)-11-benzhydryl-4-hydroxy-7,8,10a,11-tetrahydro-10H-pyridazino[1',6':4,5]pyrazino[2,1-c][1,4]oxazine-3,5-dione C(C1=CC=CC=C1)(C1=CC=CC=C1)C1N2C(C(N3[C@@H]1COCC3)=O)=C(C(C=N2)=O)O